CC=1N(C(=CC1)C)C1=NN2C(C=C(C=C2)C2=CN=CC(=N2)C=2C=NN(C2)[C@@H](C(O)([2H])[2H])C2=CC=C(C=C2)F)=N1 |r| racemic-2-(4-(6-(2-(2,5-dimethyl-1H-pyrrol-1-yl)-[1,2,4]triazolo[1,5-a]pyridin-7-yl)pyrazin-2-yl)-1H-pyrazol-1-yl)-2-(4-fluorophenyl)ethan-1,1-d2-1-ol